NC1=C2C(=NC=N1)N(N=C2C2=CC(=C(C=C2)NC(=O)NC2=CC(=NO2)C(C)(C)C)F)C2CCC(CC2)O 4-(4-amino-1-(4-hydroxycyclohexyl)-1H-pyrazolo[3,4-d]pyrimidin-3-yl)-2-fluorophenyl-3-(3-(tert-butyl)isoxazol-5-yl)urea